3',4'-Difluoro-3-[1-oxo-6-(1H-[1,2,3]triazol-4-yl)-1,3-dihydroisoindol-2-yl]biphenyl-4-carboxylic acid FC=1C=C(C=CC1F)C1=CC(=C(C=C1)C(=O)O)N1C(C2=CC(=CC=C2C1)C=1N=NNC1)=O